FC(CN1C(=NC2=NC=C(C=C21)C=2C=CN1N=C(N=CC12)NCC(C)C)C)F 5-(1-(2,2-difluoroethyl)-2-methyl-1H-imidazo[4,5-b]pyridin-6-yl)-N-isobutylpyrrolo[2,1-f][1,2,4]triazin-2-amine